(R)-2-(3-(3-(fluoro(4-methyl-4H-1,2,4-triazol-3-yl)methyl)oxetan-3-yl)phenyl)-4-ethylisoindolin-1-one F[C@H](C1(COC1)C=1C=C(C=CC1)N1C(C2=CC=CC(=C2C1)CC)=O)C1=NN=CN1C